C(C)(C)(C)OC(=O)N1[C@@](CCC1)(C)C\C=C\S(NC(NC1=C2CCCC2=CC=2CCCC12)=O)(=O)=O tert-Butyl-(R,E)-2-(3-(N-((1,2,3,5,6,7-hexahydro-s-indacen-4-yl)carbamoyl)sulfamoyl)allyl)-2-methylpyrrolidin-1-carboxylat